1-(bicyclo[1.1.1]pentan-1-yl)cyclopropan-1-amine C12(CC(C1)C2)C2(CC2)N